ClC=1C(NN=CC1Cl)=O 4,5-dichloropyridazine-3(2H)-one